Cl.O1C(=CC=C1)CC=1N=C(C2=C(N1)NC(=C2)CCNC([2H])([2H])[2H])N [(furan-2-yl)methyl]-6-{2-[(2H3)methylamino]ethyl}-7H-pyrrolo[2,3-d]pyrimidin-4-amine hydrochloride